(R)-8-(6-(3-Cyanophenyl)pyrimidin-4-yl)-9-oxooctahydro-2H-pyrazino[1,2-a]pyrazin C(#N)C=1C=C(C=CC1)C1=CC(=NC=N1)N1C([C@@H]2N(CCNC2)CC1)=O